C(CCCCCCCCCCCCC)N(CC(=O)O)CC(N)N N-myristyl-diaminoethyl-glycine